C(C)(C)NC([C@H](CCCCC1=C(C(C(=C(C1=O)C)C)=O)C)NC(=O)[C@H]1NCCC1)=O (S)-2-(((S)-1-(isopropylamino)-1-oxo-6-(2,4,5-trimethyl-3,6-dioxocyclohexa-1,4-dien-1-yl)hex-2-yl)carbamoyl)pyrrolidine